(R)-N-(2-((2-(dimethylamino)ethyl)(methyl)amino)-5-((6-(3-(4-fluoro-3-(3-(trifluoromethyl)phenoxy)phenyl)isoxazolidin-2-yl)pyrimidin-4-yl)amino)-4-methoxyphenyl)acrylamide CN(CCN(C1=C(C=C(C(=C1)OC)NC1=NC=NC(=C1)N1OCC[C@@H]1C1=CC(=C(C=C1)F)OC1=CC(=CC=C1)C(F)(F)F)NC(C=C)=O)C)C